N-(1,2-dimethylbutyl)-3-methyl-3-oxetanemethanamine CC(C(CC)C)NCC1(COC1)C